2-(dibenzo[b,d]furan-4-yl)-4-phenyl-6-(3-(4,4,5,5-tetramethyl-1,3,2-dioxaborolan-2-yl)phenyl)pyrimidine C1=CC=C(C=2OC3=C(C21)C=CC=C3)C3=NC(=CC(=N3)C3=CC=CC=C3)C3=CC(=CC=C3)B3OC(C(O3)(C)C)(C)C